Cl.N1=CC(=CC=C1)C1=CC=C2N=C3CCCCC3=C(C2=C1)N1CC(CC1)N 1-[7-(pyridin-3-yl)-1,2,3,4-tetrahydroacridin-9-yl]pyrrolidin-3-amine hydrochloride